2,6-dimethoxy-N-(4-methoxy-6-(2-(4-propioloylpiperazin-1-yl)thiazol-5-yl)benzo[d]isoxazol-3-yl)benzenesulfonamide COC1=C(C(=CC=C1)OC)S(=O)(=O)NC1=NOC2=C1C(=CC(=C2)C2=CN=C(S2)N2CCN(CC2)C(C#C)=O)OC